3-mercaptopropyltriethoxysilane Imino-diacetat N(CC(=O)O)CC(=O)O.SCCC[Si](OCC)(OCC)OCC